BrC1=C2C=NN(C2=C(C=C1)F)C1OCCCC1 4-bromo-7-fluoro-1-tetrahydropyran-2-yl-indazole